(±)-ethyl 2-[4-[(1S)-1-[(4,5-dichloro-1-methyl-indole-2-carbonyl)amino]-2-hydroxy-ethyl]phenyl]butanoate ClC1=C2C=C(N(C2=CC=C1Cl)C)C(=O)N[C@H](CO)C1=CC=C(C=C1)[C@H](C(=O)OCC)CC |&1:24|